N1C(CC2CC=CC=C12)=O Tetrahydro-2H-indol-2-one